1-methyl-Nα-(1-methyl-D-tryptophyl)-D-tryptophan CN1C=C(C[C@@H](NC([C@H](N)CC2=CN(C3=CC=CC=C23)C)=O)C(=O)O)C2=CC=CC=C12